C(C)(C)(C)OC(=O)NCCN(CCCC=1C(=CC(=NC1)NC(OC(C)(C)C)=O)OC)CCCN1C=NC2=C(N(C=3C=CC=CC23)C)C1=O tert-butyl (5-(3-((2-((tert-butoxycarbonyl)amino)ethyl)(3-(5-methyl-4-oxo-4,5-dihydro-3H-pyrimido[5,4-b]indol-3-yl)propyl)amino)propyl)-4-methoxypyridin-2-yl)carbamate